(3S)-1,2,3,4-Tetrahydroisochinolin C1NCCC2=CC=CC=C12